Cl.ClC=1C=C(C=CC1Cl)[C@@H]1CCN(C2=NC=CC=C12)NC (1S,4S)-4-(3,4-dichlorophenyl)-1,2,3,4-tetrahydro-N-methyl-1-naphthyridineamine hydrochloride